1-(tert-butoxycarbonylamino)cyclohexanecarboxylic acid C(C)(C)(C)OC(=O)NC1(CCCCC1)C(=O)O